tert-butyl 4-[8-(5-carbamoyl-3-pyridyl)-1-(3,5-dichlorophenyl)-7-methoxy-4,5-dihydrobenzo[g]indazole-3-carbonyl]-3-methyl-piperazine-1-carboxylate C(N)(=O)C=1C=C(C=NC1)C1=CC2=C(CCC=3C(=NN(C23)C2=CC(=CC(=C2)Cl)Cl)C(=O)N2C(CN(CC2)C(=O)OC(C)(C)C)C)C=C1OC